4-((R or S)-1-(((R)-phenyl((R)-1,2,3,4-tetrahydropyrido[2,3-b]pyrazin-3-yl)methyl)amino)propan-2-yl)benzonitrile C1(=CC=CC=C1)[C@H]([C@H]1CNC2=C(N1)N=CC=C2)NC[C@H](C)C2=CC=C(C#N)C=C2 |o1:19|